CC=1N=NN(N1)CC1=C(C=CC(=C1)C(F)(F)F)CCC(=O)OCC ethyl 3-(2-((5-methyl-2H-tetrazol-2-yl) methyl)-4-(trifluoromethyl) phenyl)-propionate